2-((1R,3R)-3-((2S,3S)-N-(Hexyloxy)-3-methyl-2-((R)-1-methylpiperidine-2-carboxamido)pentanamido)-1-hydroxy-4-methylpentyl)thiazole-4-carboxylic acid C(CCCCC)ON(C([C@H]([C@H](CC)C)NC(=O)[C@@H]1N(CCCC1)C)=O)[C@H](C[C@@H](O)C=1SC=C(N1)C(=O)O)C(C)C